C(CCCCCCCC)C1=CC=C(C=C1)P([O-])([O-])=O.[Ni+2] nickel (p-nonylphenyl)phosphonate